ClC=1C=C2C=C(NC2=CC1OCC1=CN=CS1)CNC(=O)NC 1-((5-chloro-6-(thiazol-5-ylmethoxy)-1H-indol-2-yl)methyl)-3-methylurea